FC1=CC(=CC2=CN(N=C12)C)C=1N=CC2=C(N1)SC(=C2)C[C@@H]2CNCC2 |r| rac-(R)-2-(7-fluoro-2-methyl-2H-indazol-5-yl)-6-(pyrrolidin-3-ylmethyl)thieno[2,3-d]pyrimidine